BrC=1C=C(C=C(C1)C(F)(F)F)C#CCN1C(C2=CC=CC=C2C1=O)=O 2-[3-[3-bromo-5-(trifluoromethyl)phenyl]prop-2-ynyl]isoindoline-1,3-dione